Ethyl 3-cyclopropyl-4-(1-(2,2,2-trifluoroacetyl)piperidin-3-yl)benzoate C1(CC1)C=1C=C(C(=O)OCC)C=CC1C1CN(CCC1)C(C(F)(F)F)=O